methyl 2-bromo-4-(aminomethyl)-benzoate BrC1=C(C(=O)OC)C=CC(=C1)CN